C(C)C1OC(C=CC1=O)OC 2-ethyl-6-methoxy-2H-pyran-3(6H)-one